C(C=C)(=O)N1CC(C(CC1)C1=NC(=C(C(=O)N)C=C1)C1=CC=C(C=C1)OC1=CC=CC=C1)(C)C (1-propenoyl-3,3-dimethylpiperidin-4-yl)-2-(4-phenoxyphenyl)nicotinamide